CC1=C(C=C(OC1=O)/C=C/C(=C/C(=C/C2=CC=CC=C2)/C)/C)OC The molecule is a member of the class of 2-pyranones that is 2H-pyran-2-one substituted by a methoxy group at position 4,a methyl group at position 3 and a 3,5-dimethyl-6-phenylhexa-1,3,5-trien-1-yl group at position 6 (the 1E,3E,5E stereoisomer). It has been isolated from an endophytic fungus Aspergillus niger. It has a role as an Aspergillus metabolite.